OC1=C2C(CC(OC2=CC=C1)(C)C)=O 5-hydroxy-2,2-dimethylchroman-4-one